(9H-fluoren-9-yl)methyl N-[(1S)-4-(carbamoylamino)-1-{[4-(hydroxymethyl)phenyl]carbamoyl}butyl]carbamate C(N)(=O)NCCC[C@@H](C(NC1=CC=C(C=C1)CO)=O)NC(OCC1C2=CC=CC=C2C=2C=CC=CC12)=O